NC1=CC=C(C=C1)CC1=C(N)C=CC(=C1)CC1=CC=C(C=C1)N 2,4-bis(4-aminophenylmethyl)aniline